[N+](=O)([O-])C1=CC=C(C=C1)CC(=O)OCC1=NN(C=C1)C (1-methyl-1H-pyrazol-3-yl)methyl 2-(4-nitrophenyl)acetate